5-Chloro-6-fluoro-2,3-dihydro-1H-inden-2-amine ClC=1C=C2CC(CC2=CC1F)N